CC1([C@H]2CN([C@@H]([C@@H]12)C(=O)O)C([C@@H](NC(CC1CCOCC1)=O)C(C)C)=O)C (1R,2S,5S)-6,6-dimethyl-3-((2-(tetrahydro-2H-pyran-4-yl)acetyl)-L-valyl)-3-azabicyclo[3.1.0]hexane-2-carboxylic acid